ClC=1C=CC2=C(C(=NCC3=C2N=CN=C3)C3=C(C=CC(=C3)F)OC)C1 9-Chloro-7-(5-fluoro-2-methoxy-phenyl)-5H-benzo[c]pyrimido[4,5-e]azepin